FC1(CCN(CC1)C1=C(/C=N/O)C=CC(=C1)[N+](=O)[O-])F (E)-2-(4,4-difluoropiperidin-1-yl)-4-nitrobenzaldehyde oxime